ClC=1C(=CC2=CN(N=C2C1)C)NC(=O)C#N (6-chloro-2-methyl-2H-indazole-5-yl)carbamoyl cyanide